tert-Butyl N-[3-(hydrazinecarbonyl)-1-bicyclo[1.1.1]pentanyl]carbamate N(N)C(=O)C12CC(C1)(C2)NC(OC(C)(C)C)=O